C(C=C)(=O)O.S(=O)(=O)(O)CCC[K] (3-sulfopropyl)potassium acrylate